C(C)(C)(C1=CC=CC=C1)OOC(C)(C)CC tertiary amyl cumyl peroxide